C(C1=CC=CC=C1)OC1=C(C=C2C(=NC=NC2=C1)N1N=C(N=C1N)NC1=CC=C(C=C1)OCCN1CCCC1)OC 1-(7-(benzyloxy)-6-methoxyquinazolin-4-yl)-N3-(4-(2-(pyrrolidin-1-yl)ethoxy)phenyl)-1H-1,2,4-triazole-3,5-diamine